(R)-4'-(((R)-1-(3-(1,1-difluoro-2-hydroxy-2-methylpropyl)-2-fluorophenyl)ethyl)amino)-2',3,6'-trimethylspiro[oxazolidine-5,8'-pyrrolo[2,3-g]quinazoline]-2,7'(6'H)-dione FC(C(C)(C)O)(F)C=1C(=C(C=CC1)[C@@H](C)NC1=NC(=NC2=CC3=C(C=C12)N(C([C@]31CN(C(O1)=O)C)=O)C)C)F